NC=1C2=C(N=CN1)N(C=C2C2=CC=C1C(=NNC1=C2)N)C2CN(CC2)C(C=C)=O 1-(3-(4-amino-5-(3-amino-1H-indazol-6-yl)-7H-pyrrolo[2,3-d]pyrimidin-7-yl)pyrrolidin-1-yl)prop-2-en-1-one